1-(4-(6-chloro-7-(4-fluoro-2-(trifluoro-methyl)phenyl)quinazolin-4-yl)piperazin-1-yl)prop-2-en-1-one ClC=1C=C2C(=NC=NC2=CC1C1=C(C=C(C=C1)F)C(F)(F)F)N1CCN(CC1)C(C=C)=O